COC(=O)C12C3C4C5(C(C14)C2C53)C(=O)O 4-methoxycarbonylcubanecarboxylic acid